bis[4-(carbazol-9-yl)phenyl]-N,N'-diphenyl-9,9-dimethylfluorene-2,7-diamine C1=CC=CC=2C3=CC=CC=C3N(C12)C1=CC=C(C=C1)C=1C(=C(C=2C(C3=CC(=CC=C3C2C1)NC1=CC=CC=C1)(C)C)C1=CC=C(C=C1)N1C2=CC=CC=C2C=2C=CC=CC12)NC1=CC=CC=C1